BrCC1=C(C=CC=C1)[N+](=O)[O-] α-Bromo-2-nitrotoluol